C(=O)(O)C1(CCCCC1)C(=O)O Dicarboxycyclohexane